C(C)[C@H]1N(C[C@@H](N(C1)C=1C=2C(N(C(C1)=O)C)=CN(N2)CC#N)C)C(C)C2=C(C=C(C=C2)F)C(F)(F)F 2-(7-((2S,5R)-5-ethyl-4-(1-(4-fluoro-2-(trifluoromethyl)phenyl)ethyl)-2-methylpiperazin-1-yl)-4-methyl-5-oxo-4,5-dihydro-2H-pyrazolo[4,3-b]pyridin-2-yl)acetonitrile